2-O-(2-hydroxyisobutyl)-3-O-(2-hydroxydecyl)ascorbic acid OC(COC=1C(=O)O[C@@H](C1OCC(CCCCCCCC)O)[C@@H](O)CO)(C)C